ethynyltrimethyl-silane C(#C)[Si](C)(C)C